3-(2-{3-[(4-methane-sulfonyl-2-methoxy-phenyl)amino]prop-1-yn-1-yl}-1-(2,2,2-trifluoroethyl)-1H-indol-4-yl)-1-[(1R,4R)-4-(dimethyl-amino)cyclohexyl]urea CS(=O)(=O)C1=CC(=C(C=C1)NCC#CC=1N(C2=CC=CC(=C2C1)NC(NC1CCC(CC1)N(C)C)=O)CC(F)(F)F)OC